2-hydroxy-butanedioic acid OC(C(=O)O)CC(=O)O